bis(4-tertiary-butylphenyl)iodonium hexafluorophosphate F[P-](F)(F)(F)(F)F.C(C)(C)(C)C1=CC=C(C=C1)[I+]C1=CC=C(C=C1)C(C)(C)C